ClC=1C=C(C=CC1Cl)C=1C=NN2C1C(N(C=C2)CC(=O)N2CC(C2)(F)F)=O 3-(3,4-dichlorophenyl)-5-(2-(3,3-difluoroazetidin-1-yl)-2-oxoethyl)pyrazolo[1,5-a]pyrazin-4(5H)-one